ClC1=NC=2C(=CC=CC2C=2N1N=C(N2)C=2C=NN(C2)CC)Cl 5,7-dichloro-2-(1-ethyl-1H-pyrazol-4-yl)[1,2,4]triazolo[1,5-c]quinazoline